Br.COC(C1=C(C=CC(=C1)[N+](=O)[O-])NCCCC[C@@H](C(=O)OC)N)=O (S)-2-((5-amino-6-methoxy-6-oxohexyl)amino)-5-nitrobenzoic acid methyl ester hydrobromide